9-chloro-10-(2,4-difluorophenyl)-7-(3,3-dioxido-3-thia-7,9-diazabicyclo[3.3.1]nonan-7-yl)-2,3-dihydro-5H-[1,4]thiazino[2,3,4-ij]quinazolin-5-one ClC=1C=C2C(=NC(N3C2=C(C1C1=C(C=C(C=C1)F)F)SCC3)=O)N3CC1CS(CC(C3)N1)(=O)=O